pyrene-7-ol C1=CC=C2C=CC3=CC(=CC4=CC=C1C2=C34)O